BrC1=CC2=C(OC(CN2)(C)C)N=C1 7-bromo-3,3-dimethyl-2,3-dihydro-1H-pyrido[2,3-b][1,4]oxazine